ClC1=CC(=NN1CC1=C(C=C2[C@](NC(NC2=C1)=O)(C(C)(F)F)C#CC1CC1)F)CO (S)-7-((5-chloro-3-(hydroxymethyl)-1H-pyrazol-1-yl)methyl)-4-(cyclopropylethynyl)-4-(1,1-difluoroethyl)-6-fluoro-3,4-dihydroquinazolin-2(1H)-one